2-acetyl-7-((5-(5-(difluoromethyl)-1,3,4-oxadiazol-2-yl)pyridin-2-yl)methyl)-5-phenyl-2,5,7-triazaspiro[3.4]octan-6,8-dione C(C)(=O)N1CC2(C1)N(C(N(C2=O)CC2=NC=C(C=C2)C=2OC(=NN2)C(F)F)=O)C2=CC=CC=C2